N1(N=CN=C1)CCC1=C(C(=C(C=C1)C1=CC=CC=C1)N)N (2-(1H-1,2,4-triazol-1-yl)ethyl)biphenyl-2,3-diamine